1-(2-hydroxyethyl)-imidazolidinone OCCN1C(NCC1)=O